NC1CCN(CC1)CCCCCCCNC1=C2C(N(C(C2=CC=C1)=O)C1C(NC(CC1)=O)=O)=O 4-((7-(4-aminopiperidin-1-yl)heptyl)amino)-2-(2,6-dioxopiperidin-3-yl)isoindoline-1,3-dione